BrC=1C(=C(C(=CC1)OC)C(C=C)O)C 1-(3-bromo-6-methoxy-2-methyl-phenyl)prop-2-en-1-ol